4-(methylamino)-1-phenyl-3-(thien-3-yl)-7-(trifluoromethyl)-1,8-naphthyridin-2(1H)-one CNC1=C(C(N(C2=NC(=CC=C12)C(F)(F)F)C1=CC=CC=C1)=O)C1=CSC=C1